[1,1'-biphenyl]-2-carbaldehyde C=1(C(=CC=CC1)C=O)C1=CC=CC=C1